2-(3-(((3S,4R)-3-methoxytetrahydro-2H-pyran-4-yl)amino)prop-1-yn-1-yl)-N-(1-methylpiperidin-4-yl)-1-(2,2,2-trifluoroethyl)-1H-indol-4-amine CO[C@@H]1COCC[C@H]1NCC#CC=1N(C=2C=CC=C(C2C1)NC1CCN(CC1)C)CC(F)(F)F